(R)-6-amino-2-((S)-5-amino-5,7-dihydrospiro[cyclopenta[b]pyridin-6,4'-piperidin]-1'-yl)-5-(2,3-dichlorophenyl)pyrimidine-4-carboxamide NC1=C(C(=NC(=N1)N1CCC2(CC1)[C@@H](C=1C(=NC=CC1)C2)N)C(=O)N)C2=C(C(=CC=C2)Cl)Cl